8-bromooct-2-yn-1-ol BrCCCCCC#CCO